ON=C(N)C1=CC=C(C=C1)N1C=C(C=C1)C(=O)O 1-(4-(N'-hydroxycarbamimidoyl)phenyl)-1H-pyrrole-3-carboxylic acid